CCCCCCCCCCCCCCCCCC[Si](OCC)(OCC)OCC n-octadecyltriethoxysilane